methyl (S)-4-amino-3-(1-methyl-1H-pyrazol-3-yl)-5-((oxetan-2-ylmethyl)amino)benzoate NC1=C(C=C(C(=O)OC)C=C1NC[C@H]1OCC1)C1=NN(C=C1)C